(rac)-((1s,3s)-3-hydroxy-3-methylcyclobutyl)(6-(1-methyl-1H-benzo[d]imidazol-5-yl)-2-azaspiro[3.4]oct-2-yl)methanone sodium [Na].OC1(CC(C1)C(=O)N1CC2(C1)C[C@@H](CC2)C2=CC1=C(N(C=N1)C)C=C2)C |r|